2-(2-hydroxy-4-octyloxy-phenyl)-4,6-bis(4-methylphenyl)-1,3,5-triazine OC1=C(C=CC(=C1)OCCCCCCCC)C1=NC(=NC(=N1)C1=CC=C(C=C1)C)C1=CC=C(C=C1)C